C1(=CC=CC=C1)[Se]C1=C(OC2=CC=CC=C2C1=O)C1=CC(=CC=C1)C 3-phenylseleno-2-(3-methylphenyl)-4H-chromone